3-[5-[4-(4-amino-1-piperidyl)cyclohexyl]-3-methyl-2-oxo-benzimidazol-1-yl]piperidine-2,6-dione NC1CCN(CC1)C1CCC(CC1)C1=CC2=C(N(C(N2C)=O)C2C(NC(CC2)=O)=O)C=C1